C(C)(C)(C)OC(=O)N1CC2(CN(C2)C=2C=CC3=C(SC(=C3)C(=O)O)C2)C1 6-(6-(tert-Butoxycarbonyl)-2,6-diazaspiro[3.3]heptane-2-yl)benzo[b]thiophene-2-carboxylic acid